2-isopropyl-6-methoxypyridine-2,3-diamine C(C)(C)C1(NC(=CC=C1N)OC)N